C(#N)C1=C(C(=NC2=C(C=CC=C12)C1=C(C=NC=C1F)F)C(CCC(=O)OCC)=O)O ethyl 4-[4-cyano-8-(3,5-difluoropyridin-4-yl)-3-hydroxyquinolin-2-yl]-4-oxobutanoate